tert-butyl (1-(4-(5,5-difluorohexyl)-2,5-dimethoxyphenyl)butan-2-yl)carbamate FC(CCCCC1=CC(=C(C=C1OC)CC(CC)NC(OC(C)(C)C)=O)OC)(C)F